2-((2-(1,5-dimethyl-1H-pyrazol-4-yl)-5H-imidazo[4,5-c]pyridin-5-yl)methyl)-5-methylbenzo[d]thiazole CN1N=CC(=C1C)C=1N=C2C(=CN(C=C2)CC=2SC3=C(N2)C=C(C=C3)C)N1